C1=C(C=CC2=CC=CC=C12)C=NC1=CC=C(C=C1)C N-[(2-naphthyl)methylene]-4-methylaniline